ClC=1SC(=CN1)CC1=C(C(=NC=C1)N)C [(2-chloro-5-thiazolyl)methyl]-3-methyl-2-pyridinamine